γ-phenylaminopropyltrimethoxysilane C1(=CC=CC=C1)NCCC[Si](OC)(OC)OC